C(C)(C)(C)OC(=O)NC=1C=C(C(=O)O)C(=CN1)Cl 2-((tert-butoxycarbonyl)amino)-5-chloroisonicotinic acid